2-ethoxy-6-trifluoromethyl-nicotinic acid C(C)OC1=C(C(=O)O)C=CC(=N1)C(F)(F)F